5-((1S)-1-(6-chloro-4-cyclopropyl-8-(1-hydroxyethyl)-1,1-dioxido-3,4-dihydro-2H-benzo[e][1,2,4]thiadiazin-2-yl)-2-(6-fluoro-2,3-dimethylphenyl)propyl)-1,3,4-oxadiazol-2(3H)-one ClC=1C=C(C2=C(N(CN(S2(=O)=O)[C@@H](C(C)C2=C(C(=CC=C2F)C)C)C2=NNC(O2)=O)C2CC2)C1)C(C)O